C(C)OC([C@H]1N(CCC1)C(=O)C=1N(C=CN1)C)(C1=CC=CC=C1)C1=CC=CC=C1 (s)-(2-(ethoxydiphenylmethyl)pyrrolidin-1-yl)(1-methyl-1H-imidazol-2-yl)methanone